ClC=1C(=NC(=NC1)NC1CCOCC1)C=1C=C2C(=NC1)CN(C2=O)CC(=O)N[C@H](C)C2=NC(=CC=C2)OC 2-(3-{5-chloro-2-[(oxacyclohex-4-yl)amino]pyrimidin-4-yl}-5-oxo-5H,6H,7H-pyrrolo[3,4-b]pyridin-6-yl)-N-[(1R)-1-(6-methoxypyridin-2-yl)ethyl]acetamide